C(C)(C)(C)OC(N(CC=1C(=NC(=CC1)C1=C(C(=CC=C1)C1=C(C(=NC=C1)C1=CC(=C(C=C1)C=O)OC)Cl)Cl)OC)C1CCN(CC1)C(COC(=O)OC(C)(C)C)=O)=O tert-butyl(1-(2-((tert-butoxycarbonyl)oxy)acetyl)piperidin-4-yl)((6-(2-chloro-3-(3-chloro-2-(4-formyl-3-methoxyphenyl)pyridin-4-yl)phenyl)-2-methoxypyridin-3-yl)methyl)carbamate